(1-benzyl-5-methyl-1H-pyrazol-4-yl)-2-bromoethan-1-one C(C1=CC=CC=C1)N1N=CC(=C1C)C(CBr)=O